(Z,Z)-8,10-Hexadecadienyl acetate C(C)(=O)OCCCCCCC\C=C/C=C\CCCCC